(S)-2-(2-(2-methylazetidin-1-yl)-6,7-dihydro-5H-cyclopenta[d]pyrimidin-4-yl)imidazo[5,1-b]thiazole-7-carboxamide C[C@@H]1N(CC1)C=1N=C(C2=C(N1)CCC2)C2=CN1C(S2)=C(N=C1)C(=O)N